C(CCC)NC=1C2=C(N=C(N1)NC(OC)=O)C(=NN2CC2=C(C=C(C=C2)CO)OC)CO[Si](C)(C)C(C)(C)C methyl (7-(butylamino)-3-(((tert-butyldimethyl-silyl)oxy)methyl)-1-(4-(hydroxymethyl)-2-methoxybenzyl)-1H-pyrazolo[4,3-d]pyrimidin-5-yl)carbamate